anti-3-[1-(cyclopropylmethyl)-3-[(dimethylamino)methyl]-4-hydroxypiperidin-4-yl]benzamide C1(CC1)CN1CC(C(CC1)(O)C=1C=C(C(=O)N)C=CC1)CN(C)C